C1(CC1)C1=NC2=C(N1C1=CC=C(C=C1)OC)C=CC(=C2)C(=O)O 2-cyclopropyl-1-(4-methoxyphenyl)-1H-benzo[d]imidazole-5-carboxylic acid